FC=1N=C(SC1CN1C[C@@]2(C[C@@H]1C)OCC1=C2C=NC(=C1)OC)NC(C)=O N-(4-Fluoro-5-(((3S,5'S)-6-methoxy-5'-methyl-1H-spiro[furo[3,4-c]pyridine-3,3'-pyrrolidin]-1'-yl)methyl)thiazol-2-yl)acetamide